C(C1=CC=CC=C1)NC(N(C1=CC=C(C=C1)C=1C=NC(=NC1)C#N)[C@@H]1CC[C@H](CC1)NC1=NC=C(C=C1)C#N)=O 3-benzyl-1-(trans-4-((5-cyanopyridin-2-yl)amino)cyclohexyl)-1-(4-(2-cyanopyrimidin-5-yl)phenyl)urea